4-bromo-2,3,5-trimethylphenol BrC1=C(C(=C(C=C1C)O)C)C